(3R)-N-[5-(4-amino-2-chlorophenyl)-1H-indazol-3-yl]piperidine-3-carboxamide dihydrochloride Cl.Cl.NC1=CC(=C(C=C1)C=1C=C2C(=NNC2=CC1)NC(=O)[C@H]1CNCCC1)Cl